tert-butyl (2S,5R)-5-(4-(6-chloro-3-((1-(3,4-difluorobenzoyl)-4-hydroxypiperidin-4-yl)methyl)-4-oxo-3,4-dihydro-7H-pyrrolo[2,3-d]pyrimidin-7-yl)phenyl)-2-methylmorpholine-4-carboxylate ClC1=CC2=C(N=CN(C2=O)CC2(CCN(CC2)C(C2=CC(=C(C=C2)F)F)=O)O)N1C1=CC=C(C=C1)[C@@H]1CO[C@H](CN1C(=O)OC(C)(C)C)C